CN(CCC1=CN(C2=CC=C(C=C12)OC)CO)C (3-(2-(Dimethylamino)ethyl)-5-methoxy-1H-indol-1-yl)-methanol